[N-](S(=O)(=O)C(F)(F)F)S(=O)(=O)C(F)(F)F.C(CCC)N1C=[N+](C=C1)C 1-butyl-3-methylimidazolium bis(trifluoromethylsulfonyl)imide salt